O1C(CCC1)C=1N=C2C3=CN(N=C3N=CC2N1)CCC (oxolan-2-yl)-11-propyl-3,5,8,10,11-pentazatricyclo[7.3.0.02,6]dodeca-1(12),2,4,7,9-pentaen